4-(1H-1,2,3-triazol-1-yl)benzyl-4-(ethoxymethyl)-4-phenethylpiperidine HCl Cl.N1(N=NC=C1)C1=CC=C(CN2CCC(CC2)(CCC2=CC=CC=C2)COCC)C=C1